2-(2-bromo-4-fluorophenyl)-5,5-difluoro-tetrahydro-2H-pyran BrC1=C(C=CC(=C1)F)C1OCC(CC1)(F)F